ethyl 2-((6-methylpyridin-2-yl)amino)oxazole-5-carboxylate CC1=CC=CC(=N1)NC=1OC(=CN1)C(=O)OCC